5-(2-(2-Fluoro-6-methylpyridin-4-yl)-1H-pyrrolo[2,3-b]pyridin-4-yl)-1H-indazol-3-amine FC1=NC(=CC(=C1)C1=CC=2C(=NC=CC2C=2C=C3C(=NNC3=CC2)N)N1)C